5-methoxy-2-(pyridin-4-yl)-4-(2,8-diazaspiro[4.5]decan-8-yl)pyrido[3,4-d]pyrimidine, pentahydrochloride Cl.Cl.Cl.Cl.Cl.COC1=CN=CC=2N=C(N=C(C21)N2CCC1(CCNC1)CC2)C2=CC=NC=C2